ethyl 5,7-dichloro-3-isopropylpyrazolo[1,5-a]pyrimidine-2-carboxylate ClC1=NC=2N(C(=C1)Cl)N=C(C2C(C)C)C(=O)OCC